[Bi].[Mo].[Sb].[Pb] lead-antimony-molybdenum-bismuth